2-(4-methoxybenzyl)-6-(1-(3-oxo-3-(4-(5-(trifluoromethyl)pyrimidin-2-yl)piperazin-1-yl)propyl)pyrrolidin-2-yl)-4-(trifluoromethyl)pyridazin-3(2H)-one COC1=CC=C(CN2N=C(C=C(C2=O)C(F)(F)F)C2N(CCC2)CCC(N2CCN(CC2)C2=NC=C(C=N2)C(F)(F)F)=O)C=C1